OC1=C(C=C(C=C1)C=1CCN(CC1)C(=O)OC(C)(C)C)[N+](=O)[O-] tert-Butyl 4-(4-hydroxy-3-nitrophenyl)-3,6-dihydro-2H-pyridine-1-carboxylate